(5-(4-oxo-4H-chromen-3-yl)-1,3,4-thiadiazol-2-yl)benzamide O=C1C(=COC2=CC=CC=C12)C1=NN=C(S1)C1=C(C(=O)N)C=CC=C1